CN1N=C2C(NC(C(=C2N[C@@H](C)C2=NC=CC=N2)C=2NC3=C(C=NC(=C3)N3CCOCC3)N2)=O)=C1 (S)-2-methyl-6-(6-morpholino-1H-imidazo[4,5-c]pyridin-2-yl)-7-((1-(pyrimidin-2-yl)ethyl)amino)-2H-pyrazolo[4,3-b]pyridin-5(4H)-one